COC=1C=C2C(=CC(=NC2=CC1OCCCN1CCCC1)C=1OC(=CC1)C)NCC1CCN(CC1)C 6-methoxy-2-(5-methyl-2-furyl)-N-[(1-methyl-4-piperidyl)methyl]-7-(3-pyrrolidin-1-ylpropoxy)quinolin-4-amine